5-bromo-1-(3-(bromomethyl)benzyl)-N-methyl-2-oxo-1,2-dihydropyridine-3-carboxamide BrC=1C=C(C(N(C1)CC1=CC(=CC=C1)CBr)=O)C(=O)NC